COC1=CC=C(C=C1)C(OC[C@]1(O[C@H](CN(C1)CCCC)N1C(NC(C(=C1)C)=O)=O)CO[Si](C(C)C)(C(C)C)C(C)C)(C1=CC=CC=C1)C1=CC=C(C=C1)OC 1-[(2R,6S)-6-[[bis(4-methoxyphenyl)-phenyl-methoxy]methyl]-4-butyl-6-(triiso-propyl-silyloxymethyl)morpholin-2-yl]-5-methyl-pyrimidine-2,4-dione